(Z)-1-(4-(3-carboxypropanoyl)piperazin-1-yl)-2-(prop-2-yn-1-yloxy)diazene 1-oxide C(=O)(O)CCC(=O)N1CCN(CC1)/[N+](=N/OCC#C)/[O-]